tert-butyl 4-(2,6-difluoro-4-hydroxy-phenyl)-3,6-dihydro-2H-pyridine-1-carboxylate FC1=C(C(=CC(=C1)O)F)C=1CCN(CC1)C(=O)OC(C)(C)C